2-deoxy-2-fluoro-D-glucose 6-phosphate P(=O)(O)(O)OC[C@H]([C@H]([C@@H]([C@H](C=O)F)O)O)O